CC1=C(C(=CC=C1)O)O The molecule is a methylcatechol carrying a methyl substituent at position 3. It is a xenobiotic metabolite produced by some bacteria capable of degrading nitroaromatic compounds present in pesticide-contaminated soil samples. It has a role as a bacterial xenobiotic metabolite.